Cl.N[C@H](C(=O)OC1CCCCC1)CC cyclohexyl (S)-2-aminobutyrate hydrochloride